phenol diisooctyl-phenyl-phosphite C(CCCCC(C)C)C=1C(=C(C=CC1)P(O)(O)OC1=CC=CC=C1)CCCCCC(C)C